OC1=C(C=NC2=CC(=C(C=C12)OC)OCCCOC)C(=O)OCC ethyl 4-hydroxy-6-methoxy-7-(3-methoxypropoxy)quinoline-3-carboxylate